5-[[4-methyl-6-(methylamino)pyrimidin-2-yl]amino]benzofuran-7-ol CC1=NC(=NC(=C1)NC)NC=1C=C(C2=C(C=CO2)C1)O